N'-trityl-2,3-dihydropyrazolo[5,1-b]oxazole-7-sulfonimidamide C(C1=CC=CC=C1)(C1=CC=CC=C1)(C1=CC=CC=C1)N=S(=O)(N)C=1C=NN2C1OCC2